C(C)(C)(C)OC(=O)N1CCC(=CC1)C=1C=NC=C(C1)OC 5-methoxy-3',6'-dihydro-[3,4'-bipyridine]-1'(2'H)-carboxylic acid tert-butyl ester